(tetrahydro-2H-pyran-2-yl)propanoic acid O1C(CCCC1)C(C(=O)O)C